FC1=C(C(=CC(=C1)S(=O)(=O)N1CCN(CC1)C)F)C1=CC(=C(C=C1)C)N(C=1SC=C(N1)C1=NC(=CC(=N1)N)N)CCC 2-(2-((2',6'-Difluoro-4-methyl-4'-((4-methylpiperazin-1-yl)sulfonyl)-[1,1'-biphenyl]-3-yl)(propyl)amino)thiazol-4-yl)pyrimidine-4,6-diamine